(E)-N-(4-((3-chloro-2,4-difluorophenyl)amino)-5-methylquinazolin-6-yl)-4-(dimethylamino)but-2-enamide ClC=1C(=C(C=CC1F)NC1=NC=NC2=CC=C(C(=C12)C)NC(\C=C\CN(C)C)=O)F